P(SC1=CC=CC=C1)(SC1=CC=CC=C1)OCCCCCCCCCCCC diphenyl lauryl dithiophosphite